ClC1=C(C=CC(=C1)Cl)C(C(C)NC(=O)C=1C(=NN(C1)C)C(F)F)OC N-[2-(2,4-dichlorophenyl)-2-methoxy-1-methyl-ethyl]-3-(difluoromethyl)-1-methyl-1H-pyrazole-4-carboxamide